C(C)[C@](N)(C)C(=O)O D-α-ethylalanine